[C].[V] vanadium carbon